4-{6-amino-5-[1-(2,6-dichloro-3-fluoro-phenyl)-ethoxy]-pyridin-3-yl}-N,N-dimethyl-benzenesulfonamide NC1=C(C=C(C=N1)C1=CC=C(C=C1)S(=O)(=O)N(C)C)OC(C)C1=C(C(=CC=C1Cl)F)Cl